C1(CCC1)S(=O)(=O)NC1CC=C(CC1)C1=C2C(=NC=C1)NC=C2 4-(4-(cyclobutanesulfonamido)cyclohex-1-en-1-yl)-1H-pyrrolo[2,3-b]pyridin